isobutyl 4-hydroxybenzoate (isobutyl para-hydroxybenzoate) C(C(C)C)C1=C(C(=O)O)C=CC(=C1)O.OC1=CC=C(C(=O)OCC(C)C)C=C1